FC=1C=CC(=C2C=NNC12)C1=C(C(NC=2C=C(C(=NC12)OCC1(CC1)C#N)C)=O)[N+]1=CC=CC=C1 1-[[8-(7-Fluoro-1H-indazol-4-yl)-3-methyl-6-oxo-7-pyridin-1-ium-1-yl-5H-1,5-naphthyridin-2-yl]oxymethyl]cyclopropanecarbonitrile